ClC1=NC(=NC=C1C(F)(F)F)N[C@H]1C[C@H](CCC1)C1=NN=C2N1C=CC=C2 4-chloro-N-[(1R,3S)-3-([1,2,4]triazolo[4,3-a]pyridin-3-yl)cyclohexyl]-5-(trifluoromethyl)pyrimidin-2-amine